5-bromo-N-[1-cyclopropyl-3-(methylamino)-2-oxo-6-(trifluoromethyl)pyridin-4-yl]-3-(ethylsulfanyl)pyridine-2-carboxamide BrC=1C=C(C(=NC1)C(=O)NC1=C(C(N(C(=C1)C(F)(F)F)C1CC1)=O)NC)SCC